C1=CC=NC(=O)C=C1 azepinone